ethyl-cobaltocenium hexafluorophosphate F[P-](F)(F)(F)(F)F.C(C)C1C=CC=C1.[CH-]1C=CC=C1.[Co+2]